N1(CCC2(CC1)COC1=C2C=CC=C1)C(=O)[O-] spiro[benzofuran-3,4'-piperidine]-1'-carboxylate